CN([C@H](C(C)C)C(=O)O)C1=NC=2C=CC=CC2C=2N1N=C(N2)C2=CC(=CC=C2)OC.COC=2C=C(C=CC2)C2=NN1C(=NC=3C=CC=CC3C1=N2)N[C@H](C(C)C)C(=O)N N2-[2-(3-methoxyphenyl)[1,2,4]triazolo[1,5-c]quinazolin-5-yl]-D-valinamide methyl-N-[2-(3-methoxyphenyl)[1,2,4]triazolo[1,5-c]quinazolin-5-yl]-D-valinate